FC(CCOC(CN1N=C(C=C1)C(F)(F)F)=O)=C(F)F.OC1=CC2=C(C=CC=C2C=C1)O 2,8-dihydroxyNaphthalene 3,4,4-trifluorobut-3-en-1-yl-2-(3-(trifluoromethyl)-1H-pyrazol-1-yl)acetate